C12CN(CC2C1)CC1=CC2=C(C(N(C=C2C(F)(F)F)C2=CC(=CC=C2)C2(CC(C2)C)C2=NN=CN2C)=O)N1 2-((3-azabicyclo[3.1.0]hex-3-yl)methyl)-6-(3-((1s,3s)-3-methyl-1-(4-methyl-4H-1,2,4-triazol-3-yl)cyclobutyl)phenyl)-4-(trifluoromethyl)-1,6-dihydro-7H-pyrrolo[2,3-c]pyridin-7-one